(6S)-6-{2-Chloro-3-[2-fluoro-5-(trifluoromethoxy)anilino]-phenyl}-2-imino-6-methyl-3-(tetrahydropyran-4-yl)-hexahydropyrimidin-4-one ClC1=C(C=CC=C1NC1=C(C=CC(=C1)OC(F)(F)F)F)[C@@]1(CC(N(C(N1)=N)C1CCOCC1)=O)C